FCC1CN(C1)CCOC1=CC=C(C=C1)[C@H]1OC2=C(C=CC(=C2)C)C=2C=NC=3C=C(C=CC3C21)O |r| Racemic-5-(4-{2-[3-(fluoromethyl)azetidin-1-yl]ethoxy}phenyl)-8-methyl-5H-[1]benzopyrano[4,3-c]quinolin-2-ol